NC1=C2N=CN(C2=NC=N1)[C@H]1[C@@H]([C@@H]([C@H](O1)CNCCCNC(CC)=O)O)O N-(3-((((2R,3S,4R,5R)-5-(6-amino-9H-purin-9-yl)-3,4-dihydroxytetrahydrofuran-2-yl)methyl)amino)propyl)propionamide